(R)-1-(2-chloropyridin-3-yl)ethyl (4-(5-(2,2-difluoro-spiro[2.2]pentane-1-carboxamido) pyridin-2-yl)-1-methyl-1H-1,2,3-triazol-5-yl)carbamate FC1(C(C12CC2)C(=O)NC=2C=CC(=NC2)C=2N=NN(C2NC(O[C@H](C)C=2C(=NC=CC2)Cl)=O)C)F